(S)-3-(4-bromophenyl)-1-methyl-1-(1-(1-oxo-1,2-dihydroisoquinolin-4-yl)ethyl)urea BrC1=CC=C(C=C1)NC(N([C@@H](C)C1=CNC(C2=CC=CC=C12)=O)C)=O